O.[O-]P([O-])(=O)OP(=O)([O-])OP(=O)(O)O.[Na+].[Na+].[Na+] Trisodium triphosphate hydrate